C(=C)OC1CC2CC(C1O2)COC=C 3-vinyloxy-5-(vinyloxymethyl)-7-oxabicyclo[2.2.1]heptane